2-amino-3-bromo-N-[2-[tert-butyl(diphenyl)silyl]oxy-2-methyl-propyl]-5-methyl-benzamide NC1=C(C(=O)NCC(C)(C)O[Si](C2=CC=CC=C2)(C2=CC=CC=C2)C(C)(C)C)C=C(C=C1Br)C